COC1=C(C=CC(=N1)C(=O)N)NCC#C 6-methoxy-5-(prop-2-yn-1-ylamino)picolinamide